copper-lithium-cobalt-nickel [Ni].[Co].[Li].[Cu]